4-bromo-3-fluoro-2,6-dimethoxybenzoic acid methyl ester COC(C1=C(C(=C(C=C1OC)Br)F)OC)=O